C(CCCC(=O)O)(=O)C(O)(C[N+](C)(C)C)CC([O-])=O glutaroyl-carnitine